C(C1=CC=CC=C1)(=O)OC1CCC2(CN(C3=NC=C(C(=C32)Cl)Br)CC3=CC=C(C=C3)OC)CC1 (1r,4r)-5'-Bromo-4'-chloro-1'-(4-methoxybenzyl)-1',2'-dihydrospiro[cyclohexane-1,3'-pyrrolo[2,3-b]pyridine]-4-yl benzoate